trans-linoleyl palmitate C(CCCCCCCCCCCCCCC)(=O)OCCCCCCCC\C=C\C\C=C/CCCCC